Fluorovinylether FC=COC=CF